2-phenyl-1,3-oxazole-4-carbaldehyde C1(=CC=CC=C1)C=1OC=C(N1)C=O